(R)-N-((1R)-3,7-dimethyl-1-(4,4,5,5-tetramethyl-1,3,2-dioxaborolan-2-yl)oct-6-en-1-yl)-2-methylpropane-2-sulfinamide CC(C[C@@H](B1OC(C(O1)(C)C)(C)C)N[S@](=O)C(C)(C)C)CCC=C(C)C